1,4-diisocyanato-1,4-diisocyanatocyclohexane methyl-4-(4-{3-[(4-amino-1-methylpyrrol-2-yl)formamido]propanamido}-1-methylimidazole-2-amido)-1-methylpyrrole-2-carboxylate COC(=O)C=1N(C=C(C1)NC(=O)C=1N(C=C(N1)NC(CCNC(=O)C=1N(C=C(C1)N)C)=O)C)C.N(=C=O)C1(CCC(CC1)(N=C=O)N=C=O)N=C=O